keto-hydroxylamine O=NO